OC1(C(N(C2=CC=CC=C12)CC1=CC=C(C=C1)N1CCNCC1)=O)C1=CC=C(C=C1)S(=O)(=O)N 4-[3-hydroxy-2-oxo-1-[(4-piperazin-1-ylphenyl)methyl]indolin-3-yl]benzenesulfonamide